FC(COC=1C(=NC(=NC1OC)NS(=O)(=O)C1=CNC2=C(C(=CC=C12)C)C1=NC=CN=C1)OC)F N-[5-(2,2-difluoroethoxy)-4,6-dimethoxy-pyrimidin-2-yl]-6-methyl-7-pyrazin-2-yl-1H-indole-3-sulfonamide